C(C)(C)OCCCCOC(C)C 1,4-diisopropyloxybutane